ethyl 5-chloro-4-methyl-1H-imidazole-2-carboxylate ClC1=C(N=C(N1)C(=O)OCC)C